OC[C@H]1[C@H](C1)C1CCN(CC1)C(=O)OC(C)(C)C tert-butyl 4-((1R,2R)-2-(hydroxymethyl)cyclopropyl)piperidine-1-carboxylate